C1(CCCC1)C1=C(C=C(CO\N=C(/C)\C2=CC(=C(C=C2)CO)CC)C=C1)C(F)(F)F (E)-1-(3-ethyl-4-(hydroxymethyl)phenyl)ethane-1-one-O-(4-cyclopentyl-3-(trifluoromethyl)benzyl)oxime